N-[3-(N,N-dimethylamino)propyl]acrylamide CN(C)CCCNC(C=C)=O